(3-methoxy-4-pyridinyl)methanone (S)-tert-butyl-1-(4-(4-(4-amino-2-butyl-1H-imidazo[4,5-c]quinolin-1-yl)butylcarbamoyl)-2,6-difluorophenylamino)-1-oxo-5-ureidopentan-2-ylcarbamate C(C)(C)(C)N(C(O)=O)[C@H](C(=O)NC1=C(C=C(C=C1F)C(NCCCCN1C(=NC=2C(=NC=3C=CC=CC3C21)N)CCCC)=O)F)CCCNC(=O)N.COC=2C=NC=CC2C=O